1-(8-nitro-3,4-dihydroquinolin-1(2H)-yl)ethan-1-one [N+](=O)([O-])C=1C=CC=C2CCCN(C12)C(C)=O